[Si](C1=CC=CC=C1)(C1=CC=CC=C1)(C(C)(C)C)OC[C@@H](C(=O)O)NC(=O)OCC1C2=CC=CC=C2C=2C=CC=CC12 (2S)-3-[(tert-butyldiphenylsilyl)oxy]-2-{[(9H-fluoren-9-ylmethoxy)carbonyl]amino}propanoic acid